CC(C(=O)N1CCOC2=C(C1)C(=CC(=C2)C#N)F)(C)C 4-(2,2-dimethylpropanoyl)-6-fluoro-3,5-dihydro-2H-1,4-benzoxazepine-8-carbonitrile